2-(2,5-Dihydroxy-4-sulfobenzamido)pyridin OC1=C(C(=O)NC2=NC=CC=C2)C=C(C(=C1)S(=O)(=O)O)O